BrC1=CC(=NC=C1)C(=O)N(CC1=CC=C(C=C1)OC)CC1=CC=C(C=C1)OC 4-bromo-N,N-bis(4-methoxybenzyl)picolinamide